OC1=C(C=C(C=C1C(=O)N)C1=CC=NC=C1)C1=C(C=CC=C1C)C hydroxy-2',6'-dimethyl-5-(pyridin-4-yl)-[1,1'-biphenyl]-3-carboxamide